(trans)-[2-amino-4-(trifluoromethoxy)phenyl]-[4-[2-(3-hydroxycyclobutyl)-3H-imidazo[4,5-b]pyridin-7-yl]-1-piperidyl]methanone NC1=C(C=CC(=C1)OC(F)(F)F)C(=O)N1CCC(CC1)C1=C2C(=NC=C1)NC(=N2)[C@@H]2C[C@H](C2)O